3-(1,4-Dimethyl-1H-benzotriazol-5-yl)-3-{7-[(4,4-dimethyl-1,1-dioxo-3,4-dihydro-2H-pyrido[2,3-b][1,4,5]oxathiazepin-2-yl)methyl]-2,3-dihydro-1H-inden-5-yl}propanoic acid ethyl ester C(C)OC(CC(C=1C=C2CCCC2=C(C1)CN1S(C2=C(OC(C1)(C)C)N=CC=C2)(=O)=O)C2=C(C1=C(N(N=N1)C)C=C2)C)=O